(R)-3-methyl-5-(8-methyl-5,6,7,8-tetrahydro-[1,2,4]triazolo[4,3-a]pyrazine-3-yl)-1,2,4-thiadiazole CC1=NSC(=N1)C1=NN=C2N1CCN[C@@H]2C